5-(1-methylpyrazol-4-yl)-3-(1-phenylethyl)oxazolidin-2-one CN1N=CC(=C1)C1CN(C(O1)=O)C(C)C1=CC=CC=C1